tert-butyl (3aR,7aS)-1,3,3a,4,7,7a-hexahydroisoindole-2-carboxylate C1N(C[C@@H]2CC=CC[C@H]12)C(=O)OC(C)(C)C